3-chloro-6-(2,4-dimethoxypyrimidin-5-yl)-8-((1S,2R)-2-isopropylcyclopropyl)imidazo[1,2-b]pyridazine ClC1=CN=C2N1N=C(C=C2[C@@H]2[C@H](C2)C(C)C)C=2C(=NC(=NC2)OC)OC